C(C)OC(CN(OCC)C(C(=O)O)=O)=O N-ethoxyoxalyl-glycine ethyl ester